COC(=O)C=1C(=NC=C(C1)F)O.O=C1NC=C(N=C1)C(=O)NC1=C(N=CS1)C(=O)NCC1=C(C=CC=C1)OC(F)(F)F 5-(5-oxo-4,5-dihydropyrazine-2-carboxamido)-N-(2-(trifluoromethoxy)benzyl)thiazole-4-carboxamide methyl-5-fluoro-2-hydroxy-pyridine-3-carboxylate